[C@H]12COC[C@@H]2C1NC1=NC=CC(=C1)CN1C(N(C(C1(C)C)=O)C1=CC(=C(C=C1)OC(F)(F)F)OCCN(C)C)=O 1-((2-(((1R,5S,6r)-3-oxabicyclo[3.1.0]hexan-6-yl)amino)pyridin-4-yl)methyl)-3-(3-(2-(dimethylamino)ethoxy)-4-(trifluoromethoxy)phenyl)-5,5-dimethylimidazolidine-2,4-dione